methyl 8-hydroxy-2-(3-iodophenyl)-2-methyl-9-((methylsulfonyl)oxy)nonanoate OC(CCCCCC(C(=O)OC)(C)C1=CC(=CC=C1)I)COS(=O)(=O)C